ClC1=CC=C(C(=N1)C(=O)OC(C)(C)C)N[C@H](C)C1=NC(=CC2=C1N=C(N(C2=O)C)C2=CC=CC=C2)Cl tert-butyl (R)-6-chloro-3-((1-(6-chloro-3-methyl-4-oxo-2-phenyl-3,4-dihydropyrido[3,4-d]pyrimidin-8-yl)ethyl)amino)picolinate